F[P-](F)(F)(F)(F)F.N1(N=NC2=C1C=CC=C2)O[P+](N(C)C)(N(C)C)N(C)C benzotriazol-1-yl-oxytris(dimethylamino)phosphonium hexafluorophosphate